FC=1C=CC(=C2C(=NN(C12)COCC[Si](C)(C)C)C=C)OC 7-fluoro-4-methoxy-1-((2-(trimethylsilyl)ethoxy)methyl)-3-vinyl-1H-indazole